FC=1C=C(C#N)C=CC1N1CCN(CC1)C(CCC=1NC(C2=CC(=CC=C2C1)F)=O)=O 3-fluoro-4-(4-(3-(7-fluoro-1-oxo-1,2-dihydroisoquinolin-3-yl)propionyl)piperazin-1-yl)benzonitrile